FC(C(OC(C(OC(C(OC(C(C(C(F)(F)F)(F)F)(F)F)(F)F)(F)F)(F)F)(F)F)(F)F)(F)F)(O)F Perfluoro-3,6,9-trioxa-1-tridecanol